Diethyl 11-Azido-3,6,9-trioxaundecan-1-ylphosphoramidate N(=[N+]=[N-])CCOCCOCCOCCNP(OCC)(OCC)=O